(+)-3-Methyl-2-(5,6,7,8-tetrahydronaphthalen-1-yl)phenyl 4-methylbenzenesulfonate CC1=CC=C(C=C1)S(=O)(=O)OC1=C(C(=CC=C1)C)C1=CC=CC=2CCCCC12